((2-(((S)-1-((S)-2-(1,4-oxazepane-4-carbonyl)pyrrolidin-1-yl)-3,3-dimethyl-1-oxobutan-2-yl)carbamoyl)benzo[b]thiophen-5-yl)difluoromethyl)phosphonic acid O1CCN(CCC1)C(=O)[C@H]1N(CCC1)C([C@H](C(C)(C)C)NC(=O)C1=CC2=C(S1)C=CC(=C2)C(F)(F)P(O)(O)=O)=O